BrC=1N=CN2C1CCCC2C 1-bromo-5-methyl-5,6,7,8-tetrahydroimidazo[1,5-a]Pyridine